2,6-di-t-butyl-4-dimethylaminomethylphenol C(C)(C)(C)C1=C(C(=CC(=C1)CN(C)C)C(C)(C)C)O